2-hydroxy-3,5-di-tert-amylphenyl-benzotriazole OC1=C(C=C(C=C1C(C)(C)CC)C(C)(C)CC)C1=CC=CC=2NN=NC21